C(C)(C)(C)OC(=O)N1N=C(C2=CC(=CC(=C12)F)Br)C 1-(tert-Butoxycarbonyl)-5-bromo-7-fluoro-3-methyl-1H-indazole